N-Methyl-taurine CNCCS(=O)(=O)O